BrC=1C=NN(C1)CC 4-bromo-1-Ethylpyrazole